4'-(3,6-Diazabicyclo[3.1.1]heptan-3-yl)-2'-(((S)-1-isopropylpyrrolidin-2-yl)methoxy)-2,3,5',8'-tetrahydro-6'H-spiro[indene-1,7'-quinazoline] C12CN(CC(N1)C2)C2=NC(=NC=1CC3(CCC21)CCC2=CC=CC=C23)OC[C@H]2N(CCC2)C(C)C